acryloyloxyeicosyl dihydrogen phosphate P(=O)(OCCCCCCCCCCCCCCCCCCCCOC(C=C)=O)(O)O